COC=1C=C(C=C(C1CCCCC)OC)CC(C)N 1-(3,5-dimethoxy-4-pentylphenyl)propan-2-amine